biphenyl-4-yl-{1'-(naphthalene-1-yl)-[1,1':4',1'']terphenyl-4''-yl}-{4-(naphthalene-2-yl)-phenyl}-amine C1(=CC=C(C=C1)N(C1=CC=C(C=C1)C1=CC2=CC=CC=C2C=C1)C1=CC=C(C=C1)C1=CCC(C=C1)(C1=CC=CC=C1)C1=CC=CC2=CC=CC=C12)C1=CC=CC=C1